(4-(1-(4-(diphenylamino)phenyl)cyclohexyl)phenyl)diphenyl-phosphine oxide C1(=CC=CC=C1)N(C1=CC=C(C=C1)C1(CCCCC1)C1=CC=C(C=C1)P(C1=CC=CC=C1)(C1=CC=CC=C1)=O)C1=CC=CC=C1